2-(2-(2-aminoethoxy)ethoxy)-N-(3,4-bis(benzyloxy)benzyl)ethan-1-amine NCCOCCOCCNCC1=CC(=C(C=C1)OCC1=CC=CC=C1)OCC1=CC=CC=C1